tert-butyl 3-(6-methoxypyridin-3-yl)-3-methyl-4-oxopiperidine-1-carboxylate COC1=CC=C(C=N1)C1(CN(CCC1=O)C(=O)OC(C)(C)C)C